C(C)OC(=O)C1N=CC(N1CCCN1C(CCCC1)CC)(CCCCCCC\C=C/CCCCCCCC)CCCCCCC\C=C/CCCCCCCC 3-[3-(2-ethylhexahydropyridin-1-yl)propyl]-4,4-bis[(8Z)-heptadec-8-enyl]-3,4-dihydro-2H-imidazole-2-carboxylic acid ethyl ester